OC1=CC=C(C=C1)CCC(C)=[N+](C(C)C)[O-] 4-(4-hydroxyphenyl)-N-isopropylbutan-2-imine oxide